C(C(=C)C)(=O)OCCC[Si](C)(C)C 3-trimethylsilylpropyl methacrylate